N1(CCNCC1)C1(SC=CN1)C(=O)N 2-(piperazin-1-yl)thiazoleamide